C(#N)C=1[NH+]=C(NC1C#N)C(C(F)(F)F)(F)F.[Li+] lithium 4,5-dicyano-2-pentafluoroethylimidazolium